C1(=CC=CC=C1)P(C1=C(C2=CC=CC=C2C=C1)C1=C(C=CC2=CC=CC=C12)P(C1=CC=CC=C1)C1=CC=CC=C1)C1=CC=CC=C1 (R)-2,2'-bis(diphenylphosphanyl)-1,1'-binaphthyl